ClC1=CC=C(N=N1)OCCN1CCS(CC1)(=O)=O 4-(2-((6-chloropyridazin-3-yl)oxy)ethyl)thiomorpholine 1,1-dioxide